3-(3-Chloro-4-fluorophenyl)-1-(8-fluoro-6-oxo-1,4,5,6-tetrahydro-2H-thiopyrano[3,4-c]isoquinolin-1-yl)-1-methylurea ClC=1C=C(C=CC1F)NC(N(C)C1CSCC=2NC(C=3C=C(C=CC3C21)F)=O)=O